C(CC(CCCC(=O)[O-])C(=O)[O-])C(=O)[O-] 1,3,6-hexanetricarboxylate